N-neopentyl-5-(thieno[3,2-c]pyridin-2-yl)-7H-pyrrolo[2,3-d]pyrimidin-2-amine C(C(C)(C)C)NC=1N=CC2=C(N1)NC=C2C2=CC=1C=NC=CC1S2